C(CCCC)C1=CC2=C(C3=CC=CC=C3C(=C2C=C1)OC(=O)C(C)C)OC(=O)C(C)C 2-pentyl-9,10-bis(isopropylcarbonyloxy)anthracene